N1N=C(C=C1)CNC(=O)C1=C(N(C2=NC(=C(C=C21)C)C)C2=C(C(=CC=C2C)O)C)N N-((1H-pyrazol-3-yl)methyl)-2-amino-1-(3-hydroxy-2,6-dimethylphenyl)-5,6-dimethyl-1H-pyrrolo[2,3-b]pyridine-3-carboxamide